COC(C1=C(C=C(C=C1)N1CCC(CC1)C1OCCO1)F)=O 4-(4-(1,3-dioxolan-2-yl)piperidin-1-yl)-2-fluorobenzoic acid methyl ester